C1(=CC=CC=C1)N1C2=CC=CC=C2C=2C=C(C=CC12)N(C1=CC=CC=C1)C1=CC=2C3(C4=CC=CC=C4C2C=C1)C1=CC=CC=C1C1=CC=CC=C13 2-[N-(9-phenylcarbazol-3-yl)-N-phenylamino]-spiro-9,9'-bifluorene